C[C@]1(C[C@]2(CN(C(O2)=O)C2=CC(=NO2)CC(C)C)CCC1)CN1C=NC2=C1C=C(C=C2)C#N 1-({(5s,7s)-7-methyl-3-[3-(2-methylpropyl)-5-isoxazolyl]-2-oxo-1-oxa-3-azaspiro[4.5]decan-7-yl}methyl)-1H-benzimidazole-6-carbonitrile